CC(C)C(C(=O)N)N1C(NCCC1)=O tetrahydro-alpha-(1-methylethyl)-2-oxo-1(2H)-pyrimidineacetamide